6-(4-(4-((6-bromo-2-(2,6-dioxopiperidin-3-yl)-1,3-dioxoisoindolin-5-yl)methyl)piperazin-1-yl)piperidin-1-yl)-N-((1r,4r)-4-(3-chloro-4-cyanophenoxy)cyclohexyl)pyridazine-3-carboxamide BrC1=C(C=C2C(N(C(C2=C1)=O)C1C(NC(CC1)=O)=O)=O)CN1CCN(CC1)C1CCN(CC1)C1=CC=C(N=N1)C(=O)NC1CCC(CC1)OC1=CC(=C(C=C1)C#N)Cl